disuccinic acid trisodium [Na].[Na].[Na].C(CCC(=O)O)(=O)O.C(CCC(=O)O)(=O)O